Ethyl (2-amino-3-fluoro-4-(7-(trifluoromethyl)-3,4-dihydroisoquinolin-2(1H)-yl)phenyl)carbamate NC1=C(C=CC(=C1F)N1CC2=CC(=CC=C2CC1)C(F)(F)F)NC(OCC)=O